amino-2'-deoxyadenosine N[C@@]1(C[C@H](O)[C@@H](CO)O1)N1C=NC=2C(N)=NC=NC12